2,3-dibromo-4,7-dichloro-5-fluoro-2,3-dihydro-1-benzofuran BrC1OC2=C(C1Br)C(=C(C=C2Cl)F)Cl